CN(C(\C=C\C(=O)O)=O)CCCCCCCCCCC N-methyl-N-n-undecyl-fumaric acid amide